NCCC=1C=CC2=CC=CC=C2C1 3-aminoethylnaphthalene